O1C2(OCC1)C[C@H]1N(CC2)S(OC1)(=O)=O (R)-tetrahydro-3H-spiro[[1,2,3]oxathiazolo[3,4-a]pyridine-5,2'-[1,3]dioxolane] 1,1-dioxide